3-diethoxymethylsilylpropane-thiol C(C)OC(OCC)[SiH2]CCCS